FC1(CCN(CC1)C=1C(=C(C=C(C1)N1CCC(CC1)(F)F)N1C(N(C=C1)CC=1C=NN(C1)CC)=O)F)F 1-[3,5-bis(4,4-difluoropiperidin-1-yl)-2-fluorophenyl]-3-[(1-ethyl-1H-pyrazol-4-yl)methyl]-1,3-dihydro-2H-imidazol-2-one